CC(=O)C1=CC(=C(C=C1Cl)Cl)F 2,4-Dichloro-5-fluoroacetophenone